(2,3-dimethyl-5-ethylphenyl) 4,4'-biphenylbisphosphonate C1(=CC=C(C=C1)P([O-])(=O)OC1=C(C(=CC(=C1)CC)C)C)C1=CC=C(C=C1)P([O-])(=O)[O-]